FC1(CC=2C(=NCN(C2)C2CCOCC2)N[C@H]1C1=CC(=CC=C1)F)F (S)-6,6-difluoro-7-(3-fluorophenyl)-3-(tetrahydro-2H-pyran-4-yl)-5,6,7,8-tetrahydropyrido[2,3-d]pyrimidine